ethyl 4-[3-hydroxy-3-(1-methylcyclopropyl)but-1-ynyl]-2,6-dimethyl-7-oxo-1H-pyrrolo[2,3-c]pyridine-3-carboxylate OC(C#CC=1C2=C(C(N(C1)C)=O)NC(=C2C(=O)OCC)C)(C)C2(CC2)C